C(=O)[C@@H]1C[C@@](N1C(=O)OC(C)(C)C)(C(=O)OCC1=CC=CC=C1)C O2-benzyl O1-tert-butyl (2R,4S)-4-formyl-2-methyl-azetidine-1,2-dicarboxylate